t-butyl-((benzyloxy) methyl) azetidine-1-carboxylate N1(CCC1)C(=O)OC(OCC1=CC=CC=C1)C(C)(C)C